CC1=C(C=CC(=C1)[N+](=O)[O-])N1C(COCC1)=O 4-(2-methyl-4-nitrophenyl)-3-morpholinone